N-((4-hydroxy-4,6-dimethylpiperidin-3-yl)methyl)methanesulfonamide OC1(C(CNC(C1)C)CNS(=O)(=O)C)C